Vanadium-Aluminum [Al].[V]